bis(2,2,6,6-tetramethyl-4-piperidyl)sebacate CC1(NC(CC(C1)OC(CCCCCCCCC(=O)OC1CC(NC(C1)(C)C)(C)C)=O)(C)C)C